FC1(CC(C1)(O)CC(=O)NC(C)C1=CC(=CC=C1)OC(F)(F)F)F 2-(3,3-difluoro-1-hydroxycyclobutyl)-N-(1-(3-(trifluoromethoxy)phenyl)ethyl)acetamide